C1(=CC=CC=C1)N1N=C(C(C1=O)C(CC(C)(C)C)=O)C 1-phenyl-3-methyl-4-(tert-butylacetyl)-5-pyrazolone